ClC1([C@H]([C@H]1C1=CC(=C(C(=C1)C(F)(F)F)F)C)C(=O)N)Cl (cis)-2,2-dichloro-3-(4-fluoro-3-methyl-5-(trifluoromethyl)phenyl)cyclopropane-1-carboxamide